NC1=NN(C2=CC(=CC(=C12)C1=CC=C(C=C1)N)[C@@H]1CCN2C(CC[C@@H]2C1)=O)C (7R,8aR)-7-(3-amino-4-(4-aminophenyl)-1-methyl-1H-indazol-6-yl)hexahydroindolizin-3(2H)-one